CSC1=CC=C(CN(CCCCC)C)C=C1 N-(4-methylthiobenzyl)-N-methylpentan-1-amine